1-((1s,4s)-4-((5-([1,2,4]triazolo[1,5-a]pyridin-7-yl)-7H-pyrrolo[2,3-d]pyrimidin-2-yl)amino)cyclohexyl)pyrrolidin-2-one N=1C=NN2C1C=C(C=C2)C2=CNC=1N=C(N=CC12)NC1CCC(CC1)N1C(CCC1)=O